4-methyl-2-oxo-N-(quinolin-4-yl)-2H-chromene-7-carboxamide CC1=CC(OC2=CC(=CC=C12)C(=O)NC1=CC=NC2=CC=CC=C12)=O